N-((R)-1-(3-nitro-5-(trifluoromethyl)phenyl)ethyl)propane-2-sulfinamide [N+](=O)([O-])C=1C=C(C=C(C1)C(F)(F)F)[C@@H](C)NS(=O)C(C)C